COC1=C(C(=O)NC(C)C=2OC(=NN2)C=2SC=CC2)C=CC(=C1)N1CCOCC1 2-methoxy-4-morpholino-N-(1-(5-(thiophen-2-yl)-1,3,4-oxadiazol-2-yl)ethyl)benzamide